[Cl-].FC(C12CC(C1)(C2)[Zn+])(F)F 3-(trifluoromethyl)-1-bicyclo[1.1.1]pentanyl-zinc chloride